4-Amino-5-(5-(4-methylpiperazin-1-yl-3,3,5,5-d4)-1H-benzo[d]imidazol-2-yl)thiophene NC=1C=CSC1C1=NC2=C(N1)C=CC(=C2)N2CC(N(C(C2)([2H])[2H])C)([2H])[2H]